CC=1C=CC(=C(C=O)C1)OCC1OC1 5-methyl-2-(Oxiran-2-ylmethoxy)benzaldehyde